(2R,3S,4S,5R)-2-(acetoxymethyl)-5,6-difluorotetrahydro-2H-pyran-3,4-diyl diacetate C(C)(=O)O[C@H]1[C@H](OC([C@@H]([C@H]1OC(C)=O)F)F)COC(C)=O